FC1=C(C=CC(=C1)[C@H]1NCCC1)C=1N=C2SC3=C(N2C1)C=CC(=C3)C(=O)NCCCN3CCCCC3 (S)-2-(2-fluoro-4-(pyrrolidin-2-yl)phenyl)-N-(3-(piperidin-1-yl)propyl)benzo[d]imidazo[2,1-b]thiazole-7-carboxamide